ClC=1C=C(C=CC1N1CCCC1)C1=CC(C(=CN1C1=CC2=C(N=C(O2)N2[C@H](CCC2)COC)C=C1)C(=O)O)=O (R)-6-(3-chloro-4-(pyrrolidin-1-yl)phenyl)-1-(2-(2-(methoxymethyl)pyrrolidin-1-yl)benzo[d]oxazol-6-yl)-4-oxo-1,4-dihydropyridine-3-carboxylic acid